4-((1-(4-(2-(3-aminopyrazin-2-yl)-5-(2-(cyanomethyl)-2H-1,2,3-triazol-4-yl)-3H-imidazo[4,5-b]pyridin-3-yl)benzyl)piperidin-4-yl)amino)pyrimidine-2-carbonitrile NC=1C(=NC=CN1)C1=NC=2C(=NC(=CC2)C2=NN(N=C2)CC#N)N1C1=CC=C(CN2CCC(CC2)NC2=NC(=NC=C2)C#N)C=C1